C(C)(C)(C)OC(=O)N1C[C@@H](N(CC1)C1COC1)C1=CC(=NC(=C1)Cl)Br.C(C)(C)[Si](OC1=CC=CC2=C1C1=C(O2)C=2C=CC=CC2C=C1)(C(C)C)C(C)C Triisopropyl-(naphtho[1,2-b]benzofuran-7-yloxy)silane (S)-tert-butyl-3-(2-bromo-6-chloropyridin-4-yl)-4-(oxetan-3-yl)piperazine-1-carboxylate